ClC1=CC(=NC(=C1)N(C(C)C)CC)C(=O)O 4-Chloro-6-(ethyl-(isopropyl)amino)picolinic acid